C(=O)C1CCN(CC1)C1=NOC(=C1)C(C(=O)OCC)C(C)C 2-Ethyl 2-(3-(4-formylpiperidin-1-yl)isoxazol-5-yl)-3-methylbutanoate